FC1=C(C=C2CC3(CN(C3)C(=O)OC(C)(C)C)C2)C(=CC=C1)F tert-Butyl 6-(2,6-difluorobenzylidene)-2-azaspiro[3.3]heptane-2-carboxylate